C1(CCCC1)N1C(N(CC1)C1CN(CCC1)C=1N=C(C(=NC1)C(=O)N)NC1=CC=C(C=C1)C1C(CNCC1)F)=O (3-(3-cyclopentyl-2-oxoimidazolin-1-yl)piperidin-1-yl)-3-((4-(3-fluoropiperidin-4-yl)phenyl)amino)pyrazine-2-carboxamide